C(CCCCCCCCCCC)NC(=[NH2+])N n-dodecyl-guanidinium